3-methyl-1-(1-methylpiperidin-4-yl)-1H-indazol-5-amine CC1=NN(C2=CC=C(C=C12)N)C1CCN(CC1)C